BrC=1C=C(C=NC1Cl)C1(CC(C1)C)C#N 1-(5-bromo-6-chloropyridin-3-yl)-3-methylcyclobutane-1-carbonitrile